2-((4-(1,1-dioxido-1,2-thiazinan-2-yl)phenyl)amino)-4-((tetrahydro-2H-pyran-4-yl)amino)-7H-pyrrolo[2,3-d]pyrimidine-5-carbonitrile O=S1(N(CCCC1)C1=CC=C(C=C1)NC=1N=C(C2=C(N1)NC=C2C#N)NC2CCOCC2)=O